ClC1=C(OC2=NC3=C(N=CC(=C3C=C2)O)Br)C=CC=C1 2-(2-chlorophenoxy)-5-hydroxy-8-bromo-1,7-naphthyridine